ClC=1C=C2C(=C3C4(NC(NC13)=O)CCCCC4)OC(=C2)C(=O)N(CC2=NOC(=C2)C2=CC=CC=C2)C 5'-chloro-N-methyl-7'-oxo-N-[(5-phenyl-1,2-oxazol-3-yl)methyl]-7',8'-dihydro-6'H-spiro[cyclohexane-1,9'-furo[2,3-f]quinazoline]-2'-carboxamide